C(C)(C)(C)OC(=O)N[C@H]1C[C@H](CC[C@@H]2N(C1=O)[C@@H](CC2)C(=O)O)O (3S,6S,8S,10aR)-6-((tert-butoxycarbonyl)amino)-8-hydroxy-5-oxodecahydropyrrolo[1,2-a]azocine-3-carboxylic acid